COC(C1=C2CCN(CC2=CC=C1)C(CCS(=O)(=O)C)=O)C1=CC=C(C=C1)C(F)(F)F 1-(5-(methoxy(4-(trifluoromethyl)phenyl)methyl)-3,4-dihydroisoquinolin-2(1H)-yl)-3-(methylsulfonyl)propan-1-one